(S)-N-((1H-pyrrolo[3,2-c]pyridin-2-yl)methyl)-2-(5-((1-(dibenzo[b,d]furan-2-yl)ethyl)amino)-6-oxopyrimidin-1(6H)-yl)acetamide N1C(=CC=2C=NC=CC21)CNC(CN2C=NC=C(C2=O)N[C@@H](C)C2=CC1=C(OC3=C1C=CC=C3)C=C2)=O